3-(2-(2-(cyclopropylamino)pyrimidin-5-yl)ethynyl)-4-methyl-N-(4-((4-methylpiperazin-1-yl)methyl)-3-(trifluoromethyl)phenyl)benzamide trimesylate S(C)(=O)(=O)O.S(C)(=O)(=O)O.S(C)(=O)(=O)O.C1(CC1)NC1=NC=C(C=N1)C#CC=1C=C(C(=O)NC2=CC(=C(C=C2)CN2CCN(CC2)C)C(F)(F)F)C=CC1C